BrN1C2(N3C(=C(C=CC3=O)C)C1=O)CC1(C2)CCCCC1 bromo-8''-methyl-2''H-dispiro[cyclohexane-1,1'-cyclobutane-3',3''-imidazo[1,5-a]pyridine]-1'',5''-dione